FC1=C(C(=CC=C1C=1N=CN(C1)C1=CC(=CC=C1)F)O)N1CC(NS1(=O)=O)=O 5-(2-fluoro-3-(1-(3-fluorophenyl)-1H-imidazol-4-yl)-6-hydroxyphenyl)-1,2,5-thiadiazolidin-3-one 1,1-dioxide